COC1=CC=C(C=C1)C(OC[C@]1([C@H](C[C@@H](O1)N1C(N(C(C(=C1)F)=O)CC1=CC=C(C=C1)OC)=O)O)CO)(C1=CC=CC=C1)C1=CC=C(C=C1)OC 1-[(2R,4S,5S)-5-{[bis(4-methoxyphenyl)(phenyl)methoxy]methyl}-4-hydroxy-5-(hydroxymethyl)oxolan-2-yl]-5-fluoro-3-[(4-methoxy-phenyl)methyl]pyrimidine-2,4-dione